BrCCC=1C=C2N(N=CC=C2C2=CC(=C(C=C2)CNC(=O)C2=NOC(=N2)C(C)(C)C)C)C1 N-[[4-[6-(2-bromoethyl)pyrrolo[1,2-b]pyridazin-4-yl]-2-methyl-phenyl]methyl]-5-tert-butyl-1,2,4-oxadiazole-3-carboxamide